N-((5-fluoro-2,3-dihydrobenzofuran-4-yl)methyl)-8-(2-methylpyridin-3-yl)-1-(methylsulfonyl)imidazo[1,5-c]pyrimidin-5-amine FC=1C=CC2=C(CCO2)C1CNC1=NC=C(C=2N1C=NC2S(=O)(=O)C)C=2C(=NC=CC2)C